(2S)-2-[(3-hydroxy-4-methoxy-pyridine-2-carbonyl)-amino]propionic acid OC=1C(=NC=CC1OC)C(=O)N[C@H](C(=O)O)C